6-isopropoxy-2-(1-methyl-2-oxabicyclo[2.1.1]hexan-4-yl)-N-(1-((1R,2S)-2-methylcyclopropyl)-2-oxo-1,2-dihydropyridin-3-yl)-2H-pyrazolo[3,4-b]pyridine-5-carboxamide C(C)(C)OC=1C(=CC=2C(N1)=NN(C2)C21COC(C2)(C1)C)C(=O)NC=1C(N(C=CC1)[C@H]1[C@H](C1)C)=O